N-(2-ethylhexyl)naphthalene-1-amine C(C)C(CNC1=CC=CC2=CC=CC=C12)CCCC